CC(C=CCCC(=O)O)C(C)C 6,7-dimethyl-4-octenoic acid